(3R,5S)-3-Hydroxy-1-methyl-3-(3-(6-(2-(methylthio)pyrimidin-4-yl)pyridin-2-yl)isoxazol-5-yl)-5-(trifluoromethyl)pyrrolidin-2-one O[C@@]1(C(N([C@@H](C1)C(F)(F)F)C)=O)C1=CC(=NO1)C1=NC(=CC=C1)C1=NC(=NC=C1)SC